O=C1NC(CCC1NC(=O)C1=CC=CC(=N1)/C=C/CNC(OC(C)(C)C)=O)=O tert-butyl (E)-(3-(6-((2,6-dioxopiperidin-3-yl)carbamoyl)pyridin-2-yl)allyl)carbamate